2-(4-(2,4-Dioxotetrahydropyrimidin-1(2H)-yl)-1H-indol-1-yl)-N-methylacetamide O=C1N(CCC(N1)=O)C1=C2C=CN(C2=CC=C1)CC(=O)NC